3-(4-(4-(aminomethyl)piperidin-1-yl)phenyl)piperidine-2,6-dione NCC1CCN(CC1)C1=CC=C(C=C1)C1C(NC(CC1)=O)=O